tert-butyl (3S,4S)-3-fluoro-4-[[6-[6-(1-methylcyclopropyl)imidazo[1,2-a]pyrazin-3-yl]-2-pyridyl]amino]pyrrolidine-1-carboxylate F[C@H]1CN(C[C@@H]1NC1=NC(=CC=C1)C1=CN=C2N1C=C(N=C2)C2(CC2)C)C(=O)OC(C)(C)C